C(#N)C=1C(=NC=C(C1)C1=NN(C2=CC(=C(C=C12)O[C@H](C)C1=C(C=NC=C1Cl)Cl)OC)C1OCCCC1)N1CC(C1)(CCS(=O)(=O)C)NC(OC(C)(C)C)=O tert-butyl N-[1-[3-cyano-5-[5-[(1R)-1-(3,5-dichloro-4-pyridyl)ethoxy]-6-methoxy-1-tetrahydropyran-2-yl-indazol-3-yl]-2-pyridyl]-3-(2-methylsulfonylethyl)azetidin-3-yl]carbamate